1-(((6-chloroimidazo[1,2-a]pyridin-2-yl)methylene)amino)pyrrolidin-2-one ClC=1C=CC=2N(C1)C=C(N2)C=NN2C(CCC2)=O